para-tertiary octyl-phenol C(C)(C)(CC(C)(C)C)C1=CC=C(C=C1)O